CN1N=NC2=C1C=CC(=C2C)C(C(C(=O)OC)(C)C)C2=CC(=C(C=C2)C)CN2C[C@H](OC1=C(N=CC=3C=CC=CC13)C2)CC methyl 3-(1,4-dimethyl-1H-benzo[d][1,2,3]triazol-5-yl)-3-(3-(((R)-2-ethyl-2,3-dihydro-[1,4]oxazepino[6,7-C]isoquinolin-4(5H)-yl) methyl)-4-methylphenyl)-2,2-dimethylpropionate